C(C)[C@@H]1NC(CC12CCN(CC2)C2=NC(=NC(=C2)O[C@@H](C(F)(F)F)C2=CC=C(C=C2)C2=CC=C(C=C2)S(=O)(=O)C)N)C(=O)O.OC2=CC=C(C=1OC3=CC(=CC(=C3C(C1)=O)O)OC)C=C2 4',5-dihydroxy-7-methoxyflavone (S)-ethyl-8-(2-amino-6-((R)-2,2,2-trifluoro-1-(4'-(methylsulfonyl)-[1,1'-biphenyl]-4-yl)ethoxy)pyrimidin-4-yl)-2,8-diazaspiro[4.5]decane-3-carboxylate